ethyl 2-[methyl(2-[4-[2-(pyrrolidin-1-yl)ethoxy]pyridin-2-yl]-5H,6H,7H-cyclopenta[d]pyrimidin-4-yl)amino]acetate CN(CC(=O)OCC)C=1C2=C(N=C(N1)C1=NC=CC(=C1)OCCN1CCCC1)CCC2